(2R,3R,11bR)-3-(2,2-dimethylpropyl)-10-methoxy-9-[(3R)-oxopyrrolidin-3-yloxy]-1H,2H,3H,4H,6H,7H,11bH-pyrido[2,1-a]isoquinolin-2-ol CC(C[C@H]1[C@@H](C[C@H]2N(CCC3=CC(=C(C=C23)OC)O[C@H]2C(NCC2)=O)C1)O)(C)C